CC1CC2(N(C(CC1)C2)C(C2=NC=CC=C2)=O)C(=O)OC trans-methyl 3-methyl-7-picolinoyl-7-azabicyclo[4.1.1]octane-1-carboxylate